C(C1=CC=CC=C1)N1[C@@H]([C@@H]2CC[C@H](C1)N2C(=O)OC(C)(C)C)C(C)O tert-butyl (1S,2S,5R)-3-benzyl-2-(1-hydroxyethyl)-3,8-diazabicyclo[3.2.1]octane-8-carboxylate